P(OCCCCCCCC(C)C)(OCCCCCCCC(C)C)OCCCCCCCC(C)C tri(iso-decyl) phosphite